CC1=C(C(=CC=C1)C)CS(=O)(=O)O 2,6-dimethylphenyl-methanesulfonic acid